(S)-(3-(difluoromethyl)-1-methyl-1H-pyrazol-5-yl)(4-(7-(trifluoromethyl)pyrazolo[1,5-a]pyridin-2-yl)-6,7-dihydro-1H-imidazo[4,5-c]pyridin-5(4H)-yl)methanone FC(C1=NN(C(=C1)C(=O)N1[C@@H](C2=C(CC1)NC=N2)C2=NN1C(C=CC=C1C(F)(F)F)=C2)C)F